COC(=O)C1=CC=C(C=C1)CCC1=CC=C(C=C1)C(=O)OC 1,2-bis(4-methoxycarbonylphenyl)ethane